OC1=CC(=CC(=C1[C@H]1[C@@H](CCC(=C1)C)C(=C)C)OC(=O)NCC(=O)O)CCCCC.N[C@@H](CCCNC(N)=N)C(=O)O L-Arginine ((((1'R,2'R)-6-hydroxy-5'-methyl-4-pentyl-2'-(prop-1-en-2-yl)-1',2',3',4'-tetrahydro-[1,1'-biphenyl]-2-yl)oxy)carbonyl)glycinate